4-Amino-5-(3-(isopropylamino)-2,2-dimethyl-3-oxopropoxy)-2-methyl-quinoline-3-carboxylic acid NC1=C(C(=NC2=CC=CC(=C12)OCC(C(=O)NC(C)C)(C)C)C)C(=O)O